NC=1C=C(C=C(C1)C(F)(F)F)[C@@H](C)NC=1C2=C(N=C(N1)NC(CCNC)=O)C=NC(=C2)N2CCOCC2 (R)-N-(4-((1-(3-amino-5-(trifluoromethyl)phenyl)ethyl)amino)-6-morpholinopyrido[3,4-d]pyrimidin-2-yl)-3-(methylamino)propanamide